6-benzyl-2-phenyl-4,5,6,7-tetrahydro-2H-pyrazolo[3,4-c]pyridin-3-ol C(C1=CC=CC=C1)N1CC=2C(CC1)=C(N(N2)C2=CC=CC=C2)O